1,2-diphenyl-3-(3,4-dimethylphenylsulfanyl)propan-1-one C1(=CC=CC=C1)C(C(CSC1=CC(=C(C=C1)C)C)C1=CC=CC=C1)=O